FC(C1=CC=C(C=C1)N1C2=CC=CC=C2C=2C=C(C=CC12)C(=O)O)(F)F 9-[4-(trifluoromethyl)phenyl]-9H-carbazole-3-carboxylic acid